4-chloro-N-(2-(4-methylpiperazin-1-yl)ethyl)-3-nitrobenzenesulfonamide ClC1=C(C=C(C=C1)S(=O)(=O)NCCN1CCN(CC1)C)[N+](=O)[O-]